BrC=1C=CC(=C(N)C1)OC(C)C 5-bromo-2-isopropoxy-aniline